CC1=C(N=NC(=C1)C(F)(F)F)N1CC2(CC1)CCN(CC2)C(=O)OC(C)(C)C tert-butyl 2-[4-methyl-6-(trifluoromethyl)pyridazin-3-yl]-2,8-diazaspiro[4.5]decane-8-carboxylate